CC(C(=O)OCI)(C)C iodomethyl 2,2-dimethylpropanoate